Tert-butyl-5-(2-acetyl-5-chlorophenyl)-6-(2,2,2-trifluoroethoxy)pyridazin-3(2H)-one C(C)(C)(C)N1N=C(C(=CC1=O)C1=C(C=CC(=C1)Cl)C(C)=O)OCC(F)(F)F